2-(3-(8-Amino-6-(trifluoromethyl)imidazo[1,2-a]pyrazin-3-yl)-4-methylphenyl)-1-fluoropropan-2-ol NC=1C=2N(C=C(N1)C(F)(F)F)C(=CN2)C=2C=C(C=CC2C)C(CF)(C)O